FC(C=1N(C2=CC=C(C=C2C1I)I)COCC[Si](C)(C)C)(F)F 2-trifluoromethyl-3-iodo-5-iodo-1-[[2-(trimethylsilyl)ethoxy]methyl]-1H-indole